FC(OC1=CC=C2C3(CC=4C(=NOC4C2=C1)N)CC3)F 8'-(difluoromethoxy)-4'H-spiro[cyclopropane-1,5'-naphtho[2,1-d][1,2]oxazol]-3'-amine